ClC=1N=C(C=2N(C1)C(=CN2)C)N2[C@H](CC2)C(F)(F)F 6-chloro-3-methyl-8-[(2R)-2-(trifluoromethyl)azetidine-1-yl]imidazo[1,2-a]pyrazine